FC1=CC=NN1C1CCN(CC1)C(=O)OC(C)(C)C tert-butyl 4-(5-fluoropyrazol-1-yl)piperidine-1-carboxylate